C(C)(C)(C)OC(=O)N1CCN(CC1)C(=O)OC(C)(C)C piperazine-1,4-dicarboxylic acid di-tert-butyl ester